C(C)(C)(C)[C@@H]1CC=2C=C3C(=NC2CC1)SC(=N3)C(=O)N[C@H](CCN3CCC(CC3)O)C3=CC(=CC=C3)C(=O)N3CC(C3)N |r| rac-(7S)-7-tert-butyl-N-[rac-(1R)-1-[3-(3-aminoazetidine-1-carbonyl)phenyl]-3-(4-hydroxy-1-piperidyl)propyl]-5,6,7,8-tetrahydrothiazolo[5,4-b]quinoline-2-carboxamide